3-[3-(2-chloro-6-methyl-4-pyridinyl)-5-[(5-oxopyrrolidin-3-yl)methylamino]pyrazolo[1,5-a]pyrimidin-2-yl]benzonitrile ClC1=NC(=CC(=C1)C=1C(=NN2C1N=C(C=C2)NCC2CNC(C2)=O)C=2C=C(C#N)C=CC2)C